ClC1=CC=C2N1C1=CC(=CC=C1N=C2)C 1-chloro-8-methylpyrrolo[1,2-a]quinoxaline